OC[C@@]12CCC[C@H]1[C@@H]1C=CC3=CCC=C[C@]3(C)[C@H]1CC2 (20S)-hydroxy-androstane-1,4,6-triene